COCC1(OC(C=2C(=C3C4=C(C(OC3=CC2CCCCC)(C)C)C=CC(=C4)C)O1)=O)C 2-(methoxymethyl)-2,8,8,11-tetramethyl-5-pentyl-4H,8H-benzo[c][1,3]dioxino[4,5-f]chromen-4-one